C(C)(C)(C)N1N=C(C=C1N)C1CC(CC1)C1OC(CC1)C(C)(C)C 1-(tert-butyl)-3-(3-(5-(tert-butyl)tetrahydrofuran-2-yl)cyclopentyl)-1H-pyrazol-5-amine